BrC=1C=C(C(=C(C1)F)OC)OC 5-Bromo-1-fluoro-2,3-dimethoxybenzene